COC=1N=C2C(=CC=NC2=CC1OC)OC1=CC=C(C(=N1)C)NC(=O)C1(CC1)C(=O)NC1=CC=C(C=C1)F 1-N'-[6-[(6,7-dimethoxy-1,5-naphthyridin-4-yl)oxy]-2-methylpyridin-3-yl]-1-N-(4-fluorophenyl)cyclopropane-1,1-dicarboxamide